FC(C1=CC=C(C=C1)C1=NN(C2=CC=CC=C12)C=1C=C(C=2N(C1)C=NN2)NC(C=C)=O)(F)F N-(6-(3-(4-(trifluoromethyl)phenyl)-1H-indazol-1-yl)-[1,2,4]-triazolo[4,3-a]pyridin-8-yl)-acrylamide